C(C)(=O)N[C@@H](CSC=1N(C=2N=C(N(C(C2N1)=O)C)N)CC1=CC=C(C=C1)F)C(=O)NCCOCCOCCOCCOCCOCCCCCCCl N2-Acetyl-S-(2-amino-9-(4-fluorobenzyl)-1-methyl-6-oxo-6,9-dihydro-1H-purin-8-yl)-N-(21-chloro-3,6,9,12,15-pentaoxahenicos-1-yl)-L-cysteinamide